1-cyclobutyl-N-(3-(4-(pyridin-2-yl)piperazin-1-yl)propyl)-2-(3,4,5-trimethoxyphenyl)-1H-benzo[d]imidazole-6-carboxamide C1(CCC1)N1C(=NC2=C1C=C(C=C2)C(=O)NCCCN2CCN(CC2)C2=NC=CC=C2)C2=CC(=C(C(=C2)OC)OC)OC